1-[(5-bromo-1H-imidazol-4-yl)methyl]-4-(2,3,5-trifluorophenyl)pyrrolidin-2-one BrC1=C(N=CN1)CN1C(CC(C1)C1=C(C(=CC(=C1)F)F)F)=O